[I-].[Er+3].[I-].[I-] Erbium iodide